8-cyclopropyl-N-[4-(2-methoxyethoxy)cyclohexyl]-5,6-dihydroimidazo[1,5-d][1,4]benzoxazepine-10-carboxamide C1(CC1)C1=CC(=CC=2C=3N(CCOC21)C=NC3)C(=O)NC3CCC(CC3)OCCOC